C(CCCCCCCCCCC)SSOCSC(C(=O)O)C 2-[[(dodecylthio)thiooxymethyl]thio]propanoic acid